BrC=1C(=C(C#N)C=CC1)F 3-bromo-2-fluoro-benzonitrile